BrC1=NN2C(NC(=CC2=O)C2=CC(=C(C(=C2)F)C2CCCCC2)F)=C1C(=O)O 2-bromo-5-(4-cyclohexyl-3,5-difluorophenyl)-7-oxo-4,7-dihydropyrazolo[1,5-a]pyrimidine-3-carboxylic acid